Ethyl 6-(1-(oxetan-3-yl)-1H-pyrazol-3-yl)-[1,2,3]triazolo[1,5-a]pyridine-3-carboxylate O1CC(C1)N1N=C(C=C1)C=1C=CC=2N(C1)N=NC2C(=O)OCC